C(C)OC(C1=C(N=C(C(=C1)C#N)Cl)C(F)F)=O 6-chloro-5-cyano-2-(difluoromethyl)nicotinic acid ethyl ester